C1(=CC=C(C=C1)C(CCC(=O)OCC1=CC=C(C=C1)C=C)=O)C1=CC=CC=C1 4-vinylbenzyl 4-((1,1'-biphenyl)-4-yl)-4-oxobutanoate